C(#N)C=1C=C(C=NC1N1N=CC=N1)NC(=O)C=1C=NN(C1C(F)(F)F)C1=CC=CC2=C(C=CC=C12)F N-(5-cyano-6-(2H-1,2,3-triazol-2-yl)pyridin-3-yl)-1-(5-fluoronaphthalen-1-yl)-5-(trifluoromethyl)-1H-pyrazole-4-carboxamide